O=C1C2=C(NC(C3N1CCN(C3)C(COC3=CC=CC=C3)=O)=O)C=CC(=C2)C2=C(C#N)C=CC=C2 2-(6,12-Dioxo-2-(2-phenoxyacetyl)-1,2,3,4,6,11,12,12a-octahydrobenzo[e]pyrazino[1,2-a][1,4]diazepin-8-yl)benzonitrile